N(C1=CC=CC=C1)S(=O)(=O)[O-].[Na+] sodium anilinesulfonate